1-cyclohexyl-2-(2-nitrophenyl)-1,6-dihydrodipyrrolo[2,3-b:2',3'-d]pyridine C1(CCCCC1)N1C(=CC=2C1=C1C(=NC2)NC=C1)C1=C(C=CC=C1)[N+](=O)[O-]